methyl 3-fluoro-6-((isobutylamino)methyl)imidazo[1,2-a]pyridine-8-carboxylate FC1=CN=C2N1C=C(C=C2C(=O)OC)CNCC(C)C